ClC1=CC=C(C/C(/C(=O)OCC)=C(/C(CC(C(=O)OCC)(F)F)CCC(C)C)\C)C=C1 Diethyl (Z)-2-(4-chlorobenzyl)-6,6-difluoro-4-isopentyl-3-methylhept-2-enedioate